ClC=1C=C2CCCC(C2=CC1)(C(=O)OC)CC1=NC(=NC(=C1[N+](=O)[O-])Cl)Cl methyl 6-chloro-1-((2,6-dichloro-5-nitropyrimidin-4-yl) methyl)-1,2,3,4-tetrahydronaphthalene-1-carboxylate